1-(8-Amino-7-fluoro-6-(8-methyl-2,3-dihydro-1H-pyrido[2,3-b][1,4]oxazin-7-yl)isoquinolin-3-yl)-3-(4-methoxytetrahydrofuran-3-yl)urea NC=1C(=C(C=C2C=C(N=CC12)NC(=O)NC1COCC1OC)C1=C(C2=C(OCCN2)N=C1)C)F